FC1=CC(=C2C=CC=NC2=C1)[N+](=O)[O-] 7-fluoro-5-nitroquinoline